(5s,7s)-7-fluoro-2-((R)-2-fluorobut-2-yl)-5-phenyl-6,7-dihydro-5H-pyrrolo[1,2-b][1,2,4]triazole F[C@H]1C[C@H](N2N=C(N=C21)[C@@](C)(CC)F)C2=CC=CC=C2